S(Cl)Cl.[P].[Sn].[Li] lithium tin phosphorus sulfur chloride